5-[2-methyl-4-[[(2R)-1-methylazetidin-2-yl]methoxy]pyrazol-3-yl]-N-(5-methylpyrazin-2-yl)pyrazolo[1,5-a]pyridin-2-amine CN1N=CC(=C1C1=CC=2N(C=C1)N=C(C2)NC2=NC=C(N=C2)C)OC[C@@H]2N(CC2)C